(S)-N'-((1,2,3,5,6,7-hexahydro-s-indacen-4-yl)carbamoyl)-2-methyl-1,2,3,4-tetrahydro-isoquinoline-6-sulfonimidamide C1CCC2=C(C=3CCCC3C=C12)NC(=O)N=[S@@](=O)(N)C=1C=C2CCN(CC2=CC1)C